methyl melissate C(CCCCCCCCCCCCCCCCCCCCCCCCCCCCC)(=O)OC